2'-[5-Fluoro-2-[[(2S,4S)-2-methyl-1-methyl-sulfonyl-piperidin-4-yl]amino]pyrimidin-4-yl]-3',5'-dimethylspiro[cyclopropane-1,6'-thieno[2,3-c]pyrrole]-4'-one FC=1C(=NC(=NC1)N[C@@H]1C[C@@H](N(CC1)S(=O)(=O)C)C)C1=C(C2=C(C3(N(C2=O)C)CC3)S1)C